tert-Butyl 3-(3-bromo-2,5-difluorobenzyl)-4-(hydroxyimino)-2-azabicyclo[3.1.1]heptane-2-carboxylate BrC=1C(=C(CC2N(C3CC(C2=NO)C3)C(=O)OC(C)(C)C)C=C(C1)F)F